N-((4-(cyclopropanesulfonamido)pyridin-2-yl)methyl)-5-(1-ethyl-1H-pyrazolo[3,4-b]pyrazin-6-yl)thiazole-2-carboxamide C1(CC1)S(=O)(=O)NC1=CC(=NC=C1)CNC(=O)C=1SC(=CN1)C1=CN=C2C(=N1)N(N=C2)CC